(S)-7-isopropoxy-1-((5-oxopyrrolidin-2-yl)methoxy)-4-(3-(tetrahydro-2H-pyran-4-yl)prop-1-yn-1-yl)isoquinoline-6-carboxamide C(C)(C)OC1=C(C=C2C(=CN=C(C2=C1)OC[C@H]1NC(CC1)=O)C#CCC1CCOCC1)C(=O)N